2-[9H-fluoren-9-ylmethoxycarbonylamino]acetic acid C1=CC=CC=2C3=CC=CC=C3C(C12)COC(=O)NCC(=O)O